N-(5-phenylisoxazol-3-yl)cyclopropanesulfonamide C1(=CC=CC=C1)C1=CC(=NO1)NS(=O)(=O)C1CC1